N1(N=CC=C1)CC1=CC=C(COC=2C=C(N=NC2)NC(=O)[C@@H]2[C@H](C2)C=2C(=NC=CC2)Cl)C=C1 |r| rac-(1S*,2S*)-N-(5-((4-((1H-pyrazol-1-yl)methyl)benzyl)oxy)pyridazin-3-yl)-2-(2-chloropyridin-3-yl)cyclopropane-1-carboxamide